FC(C(C(F)(F)F)[C@@]1(CC12CCN(CC2)C(=O)OC2=C(C=CC=C2)O[SiH2]C2=C(C=CC=C2)O)C(NC2=CN=CS2)=O)(F)F |o1:7| siloxane-bisphenol 1,1,1,3,3,3-hexafluoropropan-2-yl-(R or S)-1-(thiazol-5-ylcarbamoyl)-6-azaspiro[2.5]octane-6-carboxylate